8-(2,5-Difluorobenzyl)-[1,2,4]triazolo[1,5-a]pyrazine-6-carbonitrile FC1=C(CC=2C=3N(C=C(N2)C#N)N=CN3)C=C(C=C1)F